1-(3-((8-((3-Methyl-4-((1-methyl-1H-benzo[d]imidazol-5-yl)oxy)-phenyl)amino)pyrimido[5,4-d]pyrimidin-2-yl)oxy)-8-azabicyclo[3.2.1]octan-8-yl)prop-2-en-1-one CC=1C=C(C=CC1OC1=CC2=C(N(C=N2)C)C=C1)NC1=NC=NC2=C1N=C(N=C2)OC2CC1CCC(C2)N1C(C=C)=O